2-(4-fluorophenyl)-N-{4-[3-(4-fluorophenyl)-5-methyl-4-oxo-4,5-dihydro-1H-pyrrolo[3,2-c]pyridin-2-yl]pyridin-2-yl}propanamide FC1=CC=C(C=C1)C(C(=O)NC1=NC=CC(=C1)C1=C(C=2C(N(C=CC2N1)C)=O)C1=CC=C(C=C1)F)C